C1(CCCCC1)CCCC=1N=CN(C1)CC1C(C2CCC1O2)CC=CCCC(=O)O 6-[3-[[4-(3-cyclohexyl-propyl)-1H-imidazol-1-yl]methyl]-7-oxabicyclo[2.2.1]hept-2-yl]-4-hexenoic acid